5-(2,6-Difluoro-3-methyl-4-nitrophenoxy)-2-fluoroaniline FC1=C(OC=2C=CC(=C(N)C2)F)C(=CC(=C1C)[N+](=O)[O-])F